NC(CN(C(OC)=O)C1(CC1)C1=CC(=CC=C1)Br)(C)C methyl (2-amino-2-methylpropyl)(1-(3-bromophenyl)cyclopropyl)carbamate